[Si](C)(C)(C(C)(C)C)OC=1C=C2C=CNC2=CC1 5-((Tert-butyldimethylsilyl)oxy)-1H-indole